C(CCCCC)C1=CC=C(C=C1)NC(C(C(=O)OCC)C)=O ethyl 3-((4-hexylphenyl) amino)-2-methyl-3-oxopropanoate